4-(2-hydroxyethyl)sulfonamido-2-methylamino-6-(6-azaspiro[2.5]octan-6-yl)benzamide OCCS(=O)(=O)NC1=CC(=C(C(=O)N)C(=C1)N1CCC2(CC2)CC1)NC